uracil di-phosphate P(=O)(O)(O)O.P(=O)(O)(O)O.N1C(=O)NC(=O)C=C1